(2S,4R)-1-[(2S)-2-(4-cyclopropyltriazol-1-yl)-3,3-dimethyl-butanoyl]-4-hydroxy-N-[[2-(4-methylpiperazin-1-yl)pyrimidin-4-yl]methyl]pyrrolidine-2-carboxamide C1(CC1)C=1N=NN(C1)[C@H](C(=O)N1[C@@H](C[C@H](C1)O)C(=O)NCC1=NC(=NC=C1)N1CCN(CC1)C)C(C)(C)C